The molecule is a hydroxy fatty acid anion obtained by deprotonation of the carboxy function of 13,14-dihydrolipoxin A4; major species at pH 7.3. It has a role as a human metabolite. It is a hydroxy fatty acid anion, a long-chain fatty acid anion, a polyunsaturated fatty acid anion and an icosanoid anion. CCCCC[C@@H](CC/C=C\\C=C\\C=C\\[C@H]([C@H](CCCC(=O)[O-])O)O)O